2-(7-((2S,5R)-2,5-diethyl-4-(1-(2-ethylbenzo[d]thiazol-5-yl)ethyl)piperazin-1-yl)-4-methyl-5-oxo-4,5-dihydro-2H-pyrazolo[4,3-b]pyridin-2-yl)acetonitrile C(C)[C@@H]1N(C[C@H](N(C1)C(C)C=1C=CC2=C(N=C(S2)CC)C1)CC)C=1C=2C(N(C(C1)=O)C)=CN(N2)CC#N